N-hexadecyl-2-cyano-3-(4-hydroxybenzyloxy)-pyridin-4-one C(CCCCCCCCCCCCCCC)N1C(=C(C(C=C1)=O)OCC1=CC=C(C=C1)O)C#N